[C@H]1([C@H](O)[C@@H](O)[C@H](O)[C@H](O1)CO)O[C@@H]([C@@H]([C@H](CO)O)O)CO 4-O-α-D-glucopyranosyl-xylitol